(R)-1-HYDROXY-N,N-BIS(4-METHOXYBENZYL)OCT-7-ENE-4-SULFONAMIDE OCCC[C@@H](CCC=C)S(=O)(=O)N(CC1=CC=C(C=C1)OC)CC1=CC=C(C=C1)OC